Methyl (R)-2-(3-(benzyloxy)-2-formyl-5-methoxyphenoxy)propanoate C(C1=CC=CC=C1)OC=1C(=C(O[C@@H](C(=O)OC)C)C=C(C1)OC)C=O